FC1=CC(=CC2=CN(N=C12)C1CCN(CC1)C)C=1C=C(C=2N(N1)C=C(N2)C)C 6-[7-fluoro-2-(1-methyl-4-piperidyl)indazol-5-yl]-2,8-dimethyl-imidazo[1,2-b]pyridazine